methylimidazolium zinc salt [Zn+2].CC=1NC=C[NH+]1